CC(C)[C@@H]1CC(OCCC1)=O (4S)-4-(propan-2-yl)oxepan-2-one